CS(=O)(=O)O[C@@H]1CN(CCC1)C(C)=O (S)-3-(methylsulfonyloxy)-1-acetylpiperidine